FC1=C(N=CC2=C1N=C(N=C2N2CCC(CC(C2)C)O)OCC21CCCN1CCC2)C2=CC=CC1=CC=CC(=C21)F 1-(8-fluoro-7-(8-fluoronaphthalen-1-yl)-2-((tetrahydro-1H-pyrrolizin-7a(5H)-yl)methoxy)pyrido[4,3-d]pyrimidin-4-yl)-6-methylazepan-4-ol